prop-2-yn-1-yl 2-bromo-2,2-difluoroacetate BrC(C(=O)OCC#C)(F)F